1-(2-(pyrazolo[1,5-a]pyrazine-3-carbonyl)-2-azaspiro[3.3]heptan-6-yl)-3-(3-(trifluoromethyl)phenyl)urea N1=CC(=C2N1C=CN=C2)C(=O)N2CC1(C2)CC(C1)NC(=O)NC1=CC(=CC=C1)C(F)(F)F